N-ethyl-6-methyl-5-(piperazin-1-yl)pyridinecarboxamide hydrochloride Cl.C(C)NC(=O)C1=NC(=C(C=C1)N1CCNCC1)C